C1(=CC=CC=C1)C=1NC2=C(N1)C=CC=C2 2-Phenyl-Benzimidazol